N-((1S,2R)-1-(4-(N-tert-butylsulfamoyl)phenylcarbamoyl)-2-phenylcyclopropyl)-4-fluorobenzamide C(C)(C)(C)NS(=O)(=O)C1=CC=C(C=C1)NC(=O)[C@]1([C@H](C1)C1=CC=CC=C1)NC(C1=CC=C(C=C1)F)=O